C(C(=O)C)(=O)[O-].[Na+] Natrium pyruvat